N-[2-(dimethylamino)ethyl]-N',N'-dimethyl-ethane-1,2-diamine CN(CCNCCN(C)C)C